(1R,3S,5R)-2-(2-(3-acetyl-5-(5-(1-hydroxyethyl)pyrazin-2-yl)-7-methyl-1H-indazol-1-yl)acetyl)-N-(6-bromo-5-fluoro-3-methylpyridin-2-yl)-5-methyl-2-azabicyclo[3.1.0]hexane-3-carboxamide C(C)(=O)C1=NN(C2=C(C=C(C=C12)C1=NC=C(N=C1)C(C)O)C)CC(=O)N1[C@@H]2C[C@@]2(C[C@H]1C(=O)NC1=NC(=C(C=C1C)F)Br)C